(E)-N-(2-((4-cyanophenyl)amino)pyrimidin-4-yl)-N-(4-(2-cyanoethenyl)-2,6-dimethylphenyl)-4-methylbenzenesulfonamide C(#N)C1=CC=C(C=C1)NC1=NC=CC(=N1)N(S(=O)(=O)C1=CC=C(C=C1)C)C1=C(C=C(C=C1C)\C=C\C#N)C